2-(1H-7-azabenzotriazol-1-yl)-1,1,3,3-tetramethyl-uronium Hexafluorophosphate ethyl-4-(6-(difluoromethyl)pyridine-3-carbonyl)-3-methyl-1H-pyrrole-2-carboxylate C(C)OC(=O)C=1NC=C(C1C)C(=O)C=1C=NC(=CC1)C(F)F.F[P-](F)(F)(F)(F)F.N1(N=NC2=C1N=CC=C2)OC(=[N+](C)C)N(C)C